O(C1=CC=CC=C1)C(=O)OC(CC(C)N(C(OC1=CC=CC=C1)=O)C)C phenyl (4-((phenoxycarbonyl)oxy)pentan-2-yl)(methyl)carbamate